C1(CC1)C=1N=C(N(N1)CC1=CC=C(C=C1)OC)C1=NN=C(N1C1=C(C=CC=C1OC)OC)C(=O)N 5-cyclopropyl-4'-(2,6-dimethoxyphenyl)-2-(4-methoxybenzyl)-2H,4'H-[3,3'-bi(1,2,4-triazole)]-5'-carboxamide